Cl.Cl.C1(=CC=C(C=C1)N)N benzene-1,4-diamine dihydrochloride salt